4-hydroxy-2-methylpentan-2-yl hydrogen ((R)-3-hydroxy-2-(5-(4-methoxy-3-propoxyphenyl) pyridin-3-yl)propyl)boronate OC[C@H](CB(OC(C)(CC(C)O)C)O)C=1C=NC=C(C1)C1=CC(=C(C=C1)OC)OCCC